N-((S)-1-(((R)-4-amino-3,4-dioxo-1-((R)-2-oxopyrrolidin-3-yl)butan-2-yl)amino)-3-cyclohexyl-1-oxopropan-2-yl)-9-hydroxy-9H-fluorene-9-carboxamide NC(C([C@@H](C[C@@H]1C(NCC1)=O)NC([C@H](CC1CCCCC1)NC(=O)C1(C2=CC=CC=C2C=2C=CC=CC12)O)=O)=O)=O